N-(4-chlorophenyl)-2-[2-(trifluoromethyl)imidazo[1,2-a]pyridin-3-yl]pyrimidin ClC1=CC=C(C=C1)N1C(N=CC=C1)C1=C(N=C2N1C=CC=C2)C(F)(F)F